ClC1=CC(=C(CC2=CC=CC(=N2)C(=O)N2CCC(CC2)CC2=NC=3C(=NC(=CC3)C(=O)[O-])N2C[C@H]2OCC2)C=C1)F (S)-2-((1-(6-(4-Chloro-2-fluorobenzyl) picolinoyl) piperidin-4-yl) methyl)-3-(oxetan-2-ylmethyl)-3H-imidazo[4,5-b]pyridine-5-carboxylate